NC1CN(CC(C1)C(F)(F)F)C1=C2C(=NC=C1NC(=O)C1=NC(=C(C=C1)F)C1=C(C=C(C=C1F)C(C)(C)O)F)C(CC2)O N-{4-[3-amino-5-(trifluoromethyl)piperidin-1-yl]-7-hydroxy-6,7-dihydro-5H-cyclopenta[b]pyridin-3-yl}-6-[2,6-difluoro-4-(1-hydroxy-1-methylethyl)phenyl]-5-fluoropyridine-2-carboxamide